1-(thiophen-3-yl)-1,3-dihydro-2H-cyclopenta[b]Benzofuran-2,2-dicarboxylic acid diethyl ester C(C)OC(=O)C1(C(C2=C(OC3=C2C=CC=C3)C1)C1=CSC=C1)C(=O)OCC